3-(benzo[d]oxazol-4-yl)-2-iminothiazolidin-4-one O1C=NC2=C1C=CC=C2N2C(SCC2=O)=N